C(C)(C)(C)OC(CCCC=O)=O 5-oxovaleric acid tert-butyl ester